COC(=O)C=1C=C(C=C(C1)C(=O)OC)C1=NC2=C(N1)C=CC=C2 2-(3,5-Dimethoxycarbonylphenyl)-1H-benzimidazole